2-amino-2-oxoacetic acid NC(C(=O)O)=O